1-((tert-butyldimethylsilyl)oxy)octan-2-ol [Si](C)(C)(C(C)(C)C)OCC(CCCCCC)O